5-(3-bromo-2-methyl-phenyl)-3-methoxy-pyrazine-2-carbaldehyde BrC=1C(=C(C=CC1)C=1N=C(C(=NC1)C=O)OC)C